N-(1-(1H-indole-3-yl)hexane-2-yl)-6-(4-methylpiperazine-1-yl)-1H-indole-2-carboxylic acid N1C=C(C2=CC=CC=C12)CC(CCCC)N1C(=CC2=CC=C(C=C12)N1CCN(CC1)C)C(=O)O